(3-fluoro-4-(4,4,5,5-tetramethyl-1,3,2-dioxaborolan-2-yl)phenyl)trimethylsilane FC=1C=C(C=CC1B1OC(C(O1)(C)C)(C)C)[Si](C)(C)C